azetidin-3-ylmethyl 5-[[4-[[2-(6-methyl-2-pyridyl)pyrimidin-4-yl]amino]pyrimidin-2-yl]amino]thiophene-3-carboxylate CC1=CC=CC(=N1)C1=NC=CC(=N1)NC1=NC(=NC=C1)NC1=CC(=CS1)C(=O)OCC1CNC1